ClC=1C=CC(=NC1)COC1=NC(=NC=C1F)C1=CCC(CC1)CCO 2-(4-(4-((5-Chloropyridin-2-yl)methoxy)-5-fluoropyrimidin-2-yl)cyclohex-3-en-1-yl)ethan-1-ol